Ethyl-Nα-dodecanoyl-L-arginat C(C)OC([C@@H](NC(CCCCCCCCCCC)=O)CCCNC(N)=N)=O